5-isothiocyanonicotine CN1CCCC1C2=CC(=CN=C2)N=C=S